FC([C@@H](C)O)(F)C=1C(=C(C=CC1)[C@@H](C)NC=1C2=C(N=CN1)N=C(C(=C2)C2(CC2)C#N)OC)F 1-(4-(((R)-1-(3-((R)-1,1-difluoro-2-hydroxypropyl)-2-fluorophenyl)ethyl)amino)-7-methoxypyrido[2,3-d]pyrimidin-6-yl)cyclopropane-1-carbonitrile